O=C1N(CC2=C(C=CC=C12)SCCCCCCCCNC1=CC(=C(C(=C1)F)F)F)C1C(NC(CC1)=O)=O 3-(1-oxo-4-((8-((3,4,5-trifluorophenyl)amino)octyl)thio)isoindolin-2-yl)piperidine-2,6-dione